(3S)-3-cyclopentyl-3-[4-(1H-pyrrolo[2,3-b]pyridin-4-yl)-1H-pyrazol-1-yl]-propanenitrile trifluoroacetate salt FC(C(=O)O)(F)F.C1(CCCC1)[C@H](CC#N)N1N=CC(=C1)C1=C2C(=NC=C1)NC=C2